[Si](C)(C)(C(C)(C)C)OC1N(C(C2=CC=CC=C12)=O)C(CCC(=O)[O-])C=O 4-(tert-butyldimethylsilyloxy-1-oxoisoindolin-2-yl)-5-oxopentanoate